FC1=C(C=CC=C1)[C@@H](C)O (R)-1-(2-fluorophenyl)ethan-1-ol